(S,E)-1-((1-((5,6-Difluoro-1H-benzo[d]imidazol-2-yl)methyl)-2-oxo-1,2-dihydropyridin-3-yl)amino)-7-(dimethylamino)-1,7-dioxohept-5-en-2-yl-dimethylcarbamat FC1=CC2=C(NC(=N2)CN2C(C(=CC=C2)NC([C@@H](CC\C=C\C(=O)N(C)C)CN(C([O-])=O)C)=O)=O)C=C1F